BrC1=CC=C(C=N1)C1=CC=C(C=C1)C1=NN(C(C1)C=1C(=NC2=CC(=CC=C2C1)OCC)Cl)C(CCCC(=O)O)=O 5-(3-(4-(6-Bromopyridin-3-yl)phenyl)-5-(2-chloro-7-ethoxyquinolin-3-yl)-4,5-dihydro-1H-pyrazol-1-yl)-5-oxopentanoic acid